C1(CC1)CNC(C)C1=NC=CC=C1C1=NC=CC=N1 N-(cyclopropylmethyl)-1-(3-pyrimidin-2-yl-2-pyridinyl)ethylamine